C(CC(O)(C(=O)O)CC(=O)O)(=O)O.ClC1=C(C=CC(=C1)CN1CCC(CC1)(CCC1=CC=CC=C1)COCC)O 2-chloro-4-((4-(ethoxy-methyl)-4-phenethyl-piperidin-1-yl)methyl)phenol citrate